COC(=O)C1=CC2=C(C3=CC=CC=C3C(=C2C=C1)OC)OC 9,10-dimethoxyanthracene-2-carboxylic acid methyl ester